1-{[2-(Dimethylamino)ethyl][1-(propan-2-yl)-1H-pyrazol-4-yl]sulfamoyl}-3-(1,2,3,5,6,7-hexahydro-s-indacen-4-yl)urea sodium salt [Na].CN(CCN(S(=O)(=O)NC(=O)NC1=C2CCCC2=CC=2CCCC12)C=1C=NN(C1)C(C)C)C